C1(=CC=CC=C1)OC1=CC(=C(C=C1)C(=O)O)C(=O)O 3,4-dicarboxyphenyl phenyl ether